[Na+].[Na+].C1(=CC=CC=C1)S(=O)(=O)[O-].C1(=CC=CC=C1)S(=O)(=O)[O-] bis(benzenesulfonate) disodium